C(=O)C=1C(C2=CC=CC=C2C1)=O formyl-indenone